4-(2-fluoropropan-2-yl)-1,3-dimethyl-2-oxo-2,3-dihydro-1H-imidazo[4,5-c]pyridin FC(C)(C)C1=NC=CC2=C1N(C(N2C)=O)C